4-(pyridin-2-yldithio)pentanoic acid N1=C(C=CC=C1)SSC(CCC(=O)O)C